(3S,5S)-3-Amino-5-methyl-heptanoic acid N[C@H](CC(=O)O)C[C@H](CC)C